4-([1,1'-biphenyl]-2-oxy)butanoic acid C=1(C(=CC=CC1)OCCCC(=O)O)C1=CC=CC=C1